CC1=C(OC(C(=O)O)(C)C)C(=CC(=C1)CN1C=NN(C1=O)C1=CC=C(C=C1)C(F)(F)F)C 2-(2,6-dimethyl-4-((5-oxo-1-(4-(trifluoromethyl)phenyl)-1,5-dihydro-4H-1,2,4-triazol-4-yl)methyl)phenoxy)-2-methylpropanoic acid